F[C@@H]1CC=2N(C=NC2C(C(=O)NC=2SC=CN2)N2C(C3=CC(=CC(=C3C2)F)I)=O)C1 2-[(6R)-6-fluoro-6,7-dihydro-5H-pyrrolo[1,2-c]imidazol-1-yl]-2-(4-fluoro-6-iodo-1-oxo-isoindolin-2-yl)-N-thiazol-2-yl-acetamide